2,5-bis(cyclopropylethynyl)nicotinic acid C1(CC1)C#CC1=C(C(=O)O)C=C(C=N1)C#CC1CC1